C(C)(C)(C)OC(NCC1=CC2=C(NN1)C=CC(=N2)Cl)=O ((6-chloro-1,2-dihydropyrido[3,2-c]Pyridazin-3-yl)methyl)carbamic acid tert-butyl ester